ethyl 3-(4-chlorobenzyl)-2-oxocyclopentanecarboxylate ClC1=CC=C(CC2C(C(CC2)C(=O)OCC)=O)C=C1